C1(=CC=CC=C1)N1C=NC2=C1C1=C(OC2=O)C=CC=C1 1-phenyl-[1]benzopyrano[3,4-d]imidazol-4(1H)-one